4-(3-((2-(2,5-dimethyloxazol-4-yl)-8-methoxy-2,3-dihydrobenzo[b][1,4]dioxin-6-yl)methyl)-3H-imidazo[4,5-b]pyridin-6-yl)-2-methylbut-3-yn-2-amine CC=1OC(=C(N1)C1COC2=C(O1)C(=CC(=C2)CN2C=NC=1C2=NC=C(C1)C#CC(C)(N)C)OC)C